6-(furan-2-yl)-5-methylpyrazine-2-carboxamide O1C(=CC=C1)C1=C(N=CC(=N1)C(=O)N)C